C12(CC3CC(CC(C1)C3)C2)P(CCCC)C23CC1CC(CC(C2)C1)C3 Di-(1-adamantyl)-n-butylphosphin